OC1=C2C(C(C(OC2=CC(=C1)OC)C1=CC(=C(C(=C1)OC)OC)OC)CCCC1CN(CC1)C)=O 5-hydroxy-7-methoxy-3-(3-(1-methylpyrrolidin-3-yl)propyl)-2-(3,4,5-trimethoxyphenyl)chroman-4-one